NC1=NC2=CC=C(C(=C2C=N1)F)C1=C(C(=NC=C1F)NS(=O)(=O)C=1C(=NC=C(C1)Cl)OC)F N-[4-(2-amino-5-fluoroquinazolin-6-yl)-3,5-difluoropyridin-2-yl]-5-chloro-2-methoxypyridine-3-sulfonamide